(S)-N-(1-(3-(((5-((6,6-dimethylpiperidin-3-yl)amino)-3-isopropylpyrazolo[1,5-a]pyrimidin-7-yl)amino)methyl)phenyl)-1H-pyrazole-4-yl)acrylamide CC1(CC[C@@H](CN1)NC1=NC=2N(C(=C1)NCC=1C=C(C=CC1)N1N=CC(=C1)NC(C=C)=O)N=CC2C(C)C)C